(2-(3-(2-(5-methyl-4-(1-(1-methyl-1H-imidazole-5-carbonyl)indolin-5-yl)thiazol-2-ylamino)-2-oxoethyl)phenoxy)ethoxy)ethylcarbamic acid tert-butyl ester C(C)(C)(C)OC(NCCOCCOC1=CC(=CC=C1)CC(=O)NC=1SC(=C(N1)C=1C=C2CCN(C2=CC1)C(=O)C1=CN=CN1C)C)=O